tert-butyl (2S,3aS,7aS)-2-{[(1S)-5-amino-1-{[(1S)-1-{[(2S)-1-methoxy-4-methyl-1-oxopentan-2-yl]carbamoyl}-2-phenylethyl]carbamoyl}pentyl]carbamoyl}-octahydroindole-1-carboxylate NCCCC[C@@H](C(N[C@@H](CC1=CC=CC=C1)C(N[C@H](C(=O)OC)CC(C)C)=O)=O)NC(=O)[C@H]1N([C@H]2CCCC[C@H]2C1)C(=O)OC(C)(C)C